C(CCCCCCCCCCCC)(=O)[O-].[V+5].C(CCCCCCCCCCCC)(=O)[O-].C(CCCCCCCCCCCC)(=O)[O-].C(CCCCCCCCCCCC)(=O)[O-].C(CCCCCCCCCCCC)(=O)[O-] vanadium tridecanoate